C(C(C)C)N1C(C2=CC=CC(=C2C1=O)[N+](=O)[O-])=O 2-isobutyl-4-nitroisoindoline-1,3-dione